C(C)(=O)O.C(C)(=O)O.C(=N)N formamidine diacetate